[4-(6-Amino-pyridazin-3-yl)-piperidin-1-yl]-[5-(2-cyclopropyl-ethoxy)-4-methoxy-pyridin-2-yl]-methanone NC1=CC=C(N=N1)C1CCN(CC1)C(=O)C1=NC=C(C(=C1)OC)OCCC1CC1